C(C)(C)(C)OC(=O)NC1=C(C(=O)O)C=C(C(=N1)Cl)F (tert-butoxycarbonylamino)-6-chloro-5-fluoronicotinic acid